N1=CC=CC=2N=CC3=CSC=CN3C21 pyrido[3',2':5,6]pyrazino[2,1-c][1,4]thiazine